(1S,3S)-3-((4-cyclopropyl-2-(5-(hydroxymethyl)-1-methyl-1H-1,2,3-triazol-4-yl)pyrimidine-5-yl)oxy)cyclohexane-1-carboxylic acid methyl ester COC(=O)[C@@H]1C[C@H](CCC1)OC=1C(=NC(=NC1)C=1N=NN(C1CO)C)C1CC1